C(#N)[C@@H](C[C@H]1C(NCC1)=O)NC(=O)[C@H]1N(C[C@@H]2[C@H]1CCC2(F)F)C(=O)C2(C1=CC=CC=C1C=1C=CC=CC21)O (1S,3aS,6aR)-N-((R)-1-cyano-2-((S)-2-oxopyrrolidin-3-yl)ethyl)-4,4-difluoro-2-(9-hydroxy-9H-fluorene-9-carbonyl)octahydrocyclopenta[c]pyrrole-1-carboxamide